5-(2-cyclopropyl-7-methoxybenzofuran-4-yl)-1-methylpyridin-2(1H)-one C1(CC1)C=1OC2=C(C1)C(=CC=C2OC)C=2C=CC(N(C2)C)=O